N-[(2S)-1-({(1S)-1-cyano-2-[(3S)-2-oxopyrrolidin-3-yl]ethyl}amino)-4-methyl-1-oxopentan-2-yl]-7-fluoro-4-methoxy-1H-indole-2-carboxamide C(#N)[C@H](C[C@H]1C(NCC1)=O)NC([C@H](CC(C)C)NC(=O)C=1NC2=C(C=CC(=C2C1)OC)F)=O